1-(2-((3,3-Difluorocyclobutyl)amino)-5-methylpyrimidin-4-yl)-1H-imidazole-4-carboxylic acid methyl ester COC(=O)C=1N=CN(C1)C1=NC(=NC=C1C)NC1CC(C1)(F)F